(1R,9R)-6-(2-fluoro-6-(hydroxymethyl)phenyl)-10,10-dimethyl-4-(2-(2-propenoyl)-2,6-diazaspiro[3.4]octan-6-yl)-3-azatricyclo[7.1.1.02,7]undeca-2,4,6-triene-5-carbonitrile FC1=C(C(=CC=C1)CO)C=1C(=C(N=C2[C@H]3C([C@@H](CC12)C3)(C)C)N3CC1(CN(C1)C(C=C)=O)CC3)C#N